Cl.Cl.Cl.C1(=CC=CC=C1)O phenol-Tris-HCl